sulfoproline S(=O)(=O)(O)N1[C@@H](CCC1)C(=O)O